C1(=CC=CC2=CC=CC=C12)C(=O)[O-].[NH4+] ammonium naphthoate